C(N)(=O)OCC1=NOC=C1 carbamoyloxymethyl-isoxazole